ISOBUTYL ISOTHIOCYANATE C(C(C)C)N=C=S